C(C)C(COB(OCC(CCCC)CC)OCC(CCCC)CC)CCCC.O1CCN(CC1)C1(C(NC2=C(C=CC=C12)C(F)(F)F)=O)C1=CC=C(C=C1)B1OC(C(O1)(C)C)(C)C 3-morpholino-3-(4-(4,4,5,5-tetramethyl-1,3,2-dioxaborolan-2-yl)phenyl)-7-(trifluoromethyl)indolin-2-one Tris(2-Ethylhexyl)Borate